CC1CC(NN1)NC2=NC(=C3C=CC=NC3=C2)NC4C[C@H]5CCC[C@@H](C4)N5S(=O)(=O)C6=CN=CC(=C6)F N5-((1R,3s,5S)-9-((5-fluoropyridin-3-yl)sulfonyl)-9-azabicyclo[3.3.1]nonan-3-yl)-N7-(5-methyl-1H-pyrazol-3-yl)-1,6-naphthyridine-5,7-diamine